6-{3-[(3S)-3-fluoropyrrolidin-1-yl]propoxy}-7-methoxy-N-methyl-1,2,3,4-tetrahydroacridin F[C@@H]1CN(CC1)CCCOC=1C=C2N(C3CCCCC3=CC2=CC1OC)C